Cl.O[C@H]1C[C@H](NC1)C(=O)N(C=1C=C(C=CC1)C)C (2S,4S)-4-hydroxy-N-methyl-N-(m-tolyl)pyrrolidine-2-carboxamide hydrochloride